N-[(5-carbamoyl-2-methyl-pyrazol-3-yl)methyl]Carbamic acid tert-butyl ester C(C)(C)(C)OC(NCC=1N(N=C(C1)C(N)=O)C)=O